diethylaminoethyl 1,8-diethyl-1,3,4,9-tetrahydropyrano-[3,4-b]indoleacetate C(C)C1(OCCC2=C1NC1=C(C=CC=C21)CC)CC(=O)OCCN(CC)CC